C(#N)C(C)(C)C1=CC(=NC=C1)C(=O)NC1=C(C=C(C(=C1)C1=CC2=C(N=C(N=C2)NC)N2C1=NCC2)C)F 4-(2-cyanoprop-2-yl)-N-(2-fluoro-4-methyl-5-(2-(methylamino)-8,9-dihydroimidazo[1',2':1,6]pyrido[2,3-d]pyrimidin-6-yl)phenyl)pyridineamide